chloro-2-[4-(3-fluorobenzenesulfonyl)-1-piperazinyl]benzothiazole-6-carboxylic acid ClC1=CC(=CC2=C1N=C(S2)N2CCN(CC2)S(=O)(=O)C2=CC(=CC=C2)F)C(=O)O